C(C)N(S(=O)(=O)C1=CC=C(C=C1)S(=O)(=O)N1C[C@@H](CCC1)C(=O)NC1CN(C1)C(=O)OCC)CC Ethyl (R)-3-(1-((4-(N,N-diethylsulfamoyl)phenyl)sulfonyl)piperidine-3-carboxamido)azetidine-1-carboxylate